Cyanomethyl 4-amino-6-bromo-3-chloro-5-fluoropicolinate NC1=C(C(=NC(=C1F)Br)C(=O)OCC#N)Cl